7-bromopyrido[3,2-c]pyridazin-4-ol BrC1=CC=2N=NC=C(C2N=C1)O